CCCCCl chlorobutane